1-(3,4-dimethoxybenzyl)-5-(2-((4-oxo-4-(piperidin-1-yl)butyl)sulfonyl)-6-(trifluoromethyl)pyrimidin-4-yl)pyridin-2(1H)-one COC=1C=C(CN2C(C=CC(=C2)C2=NC(=NC(=C2)C(F)(F)F)S(=O)(=O)CCCC(N2CCCCC2)=O)=O)C=CC1OC